(5R,8S)-1-fluoro-N-(3-(trifluoromethoxy)phenyl)-6,7,8,9-tetrahydro-5H-5,8-epiminocyclohepta[c]pyridine-10-carboxamide FC1=NC=CC2=C1C[C@@H]1CC[C@H]2N1C(=O)NC1=CC(=CC=C1)OC(F)(F)F